difluoro-bicyclo[2.1.1]hexanecarboxylic acid FC1(C2(CC(C1)C2)C(=O)O)F